N-((1-(4-(trifluoromethoxy)phenyl)-1H-indazol-3-yl)methyl)methanesulfonamide FC(OC1=CC=C(C=C1)N1N=C(C2=CC=CC=C12)CNS(=O)(=O)C)(F)F